calcium-sodium salt [Na].[Ca]